[C@@H]12CC[C@@H](C=C1)C2 endo-cis-bicyclo(2.2.1)-5-heptene